4,7,11-trioxa-tetradecane-1,14-diamine C(CCOCCOCCCOCCCN)N